(2-chloro-7-methyl-7,8-dihydrobenzofuro[5,4-d]thiazol-7-yl)methanol ClC=1SC2=C(N1)C=CC1=C2CC(O1)(C)CO